FC(CC1C(OC(OC1=O)(C)C)=O)F 5-(2,2-difluoroethyl)-2,2-dimethyl-1,3-dioxan-4,6-dione